5-(4-(1H-pyrazol-1-yl)benzyl)-N-((1S,2S)-2-hydroxycyclohexyl)-4-oxo-4,5-dihydrofuro[3,2-c]pyridine-7-carboxamide N1(N=CC=C1)C1=CC=C(CN2C(C3=C(C(=C2)C(=O)N[C@@H]2[C@H](CCCC2)O)OC=C3)=O)C=C1